C(C)(C)(C)OC(=O)N1C[C@H](CC1)N(C(=O)N(C)[C@H](C(=O)OC)C(C)C)C (S)-3-(3-((S)-1-methoxy-3-methyl-1-oxobutan-2-yl)-1,3-dimethylureido)pyrrolidine-1-carboxylic acid tert-butyl ester